1-cyanoazetidine-3-carboxamide C(#N)N1CC(C1)C(=O)N